4-(5-acetyl-2-(2,4-difluorophenoxy)phenyl)-6-methyl-7-oxo-N-(2,2,2-trifluoroethyl)-6,7-dihydrothieno[2,3-c]pyridine-2-carboxamide C(C)(=O)C=1C=CC(=C(C1)C=1C2=C(C(N(C1)C)=O)SC(=C2)C(=O)NCC(F)(F)F)OC2=C(C=C(C=C2)F)F